(2R,3R,4R)-3-hydroxy-4-(4,7,10-tris(2-(tert-butoxy)-2-oxoethyl)-1,4,7,10-tetraazacyclododecan-1-yl)pyrrolidine-2-carboxylic acid O[C@@H]1[C@@H](NC[C@H]1N1CCN(CCN(CCN(CC1)CC(OC(C)(C)C)=O)CC(OC(C)(C)C)=O)CC(=O)OC(C)(C)C)C(=O)O